1-Benzyl-4-(methylsulfonyl)-2-nitrobenzene C(C1=CC=CC=C1)C1=C(C=C(C=C1)S(=O)(=O)C)[N+](=O)[O-]